5,10,15,20-tetrapyridylporphyrin iron (III) chloride [Fe](Cl)(Cl)Cl.N1=C(C=CC=C1)C=1C2=CC=C(N2)C(=C2C=CC(C(=C3C=CC(=C(C=4C=CC1N4)C4=NC=CC=C4)N3)C3=NC=CC=C3)=N2)C2=NC=CC=C2